OC1=CC=C(C=C1)CCC(C)(C1=CC(=C(C=C1)O)C)C1=CC(=C(C=C1)O)C 4,4'-[3-(4-Hydroxyphenyl)-1-methylpropylidene]bis(2-methylphenol)